3-{1-[(4-benzyl-1,4-oxazepan-2-yl)methyl]piperidin-4-yl}phenol C(C1=CC=CC=C1)N1CC(OCCC1)CN1CCC(CC1)C=1C=C(C=CC1)O